N1[C@@H](CCCC1)C(=O)OCC ethyl (S)-piperidine-2-carboxylate